C(C1=CC=CC=C1)C1CCN(CC1)CCNC(=O)C=1NC2=CC=C(C=C2C1)OC N-(2-(4-benzylpiperidin-1-yl)ethyl)-5-methoxy-1H-indol-2-carboxamide